7-[2-((Z)-3-diethylaminoprop-1-enyl)-4-fluorobenzenesulfonylamino]-1,2-dihydrofuro[2,3-c]quinoline-6-carboxylic acid formate salt C(=O)O.C(C)N(C\C=C/C1=C(C=CC(=C1)F)S(=O)(=O)NC1=CC=C2C3=C(C=NC2=C1C(=O)O)OCC3)CC